O1CCC(=CC1)C=1C2=C(C(=NC1)OC)N=C(S2)NC(=O)C2=CN=C(S2)NCCOC N-[7-(3,6-Dihydro-2H-pyran-4-yl)-4-methoxy-[1,3]thiazolo[4,5-c]pyridin-2-yl]-2-[(2-methoxyethyl)amino]-1,3-thiazol-5-carboxamid